(S)-(4-methyl-1-(4-oxo-2-thioxo-2,3,4,5-tetrahydro-1H-pyrrolo[3,2-d]pyrimidin-1-yl)pentan-2-yl)carbamic acid tert-butyl ester C(C)(C)(C)OC(N[C@H](CN1C(NC(C2=C1C=CN2)=O)=S)CC(C)C)=O